3-(5-[(5-chlorothiophen-2-yl)methyl]amino-1-(2-methoxybenzoyl)-1H-pyrazol-3-yl)-3-methylpyrrolidin-2-one ClC1=CC=C(S1)CNC1=CC(=NN1C(C1=C(C=CC=C1)OC)=O)C1(C(NCC1)=O)C